FC1=CC=C(C=C1)C(=O)N1[C@@H](C=2N(CC1)C(=NN2)C=2N=C1N(C=CC=C1)C2)C (R)-(4-Fluorophenyl)(3-(imidazo[1,2-a]pyridin-2-yl)-8-methyl-5,6-dihydro-[1,2,4]Triazolo[4,3-a]pyrazin-7(8H)-yl)methanone